2-(1-cyano-2-hexyl-cyclopropyl)pyridine-3-carbonitrile C(#N)C1(C(C1)CCCCCC)C1=NC=CC=C1C#N